3-((5-chloro-2-((4-(4-methylpiperazin-1-yl)phenyl)amino)pyrimidin-4-yl)oxyphenyl)-2,2-difluorocyclopropane-1-carboxamide ClC=1C(=NC(=NC1)NC1=CC=C(C=C1)N1CCN(CC1)C)OC1=C(C=CC=C1)C1C(C1C(=O)N)(F)F